1-ethyl 4-methyl but-2-ynedioate C(C#CC(=O)OC)(=O)OCC